Phenylphenylphosphonic acid C1(=CC=CC=C1)C1=C(C=CC=C1)P(O)(O)=O